F.F.F.C(C)N(CC)CC triethyl-amine trihydrofluoride